O=C1N(N=CC=2N1C=CC2)CC(=O)N[C@@H](C)C2=CC=C(C=C2)C(F)(F)F (S)-2-(4-oxopyrrolo[1,2-d][1,2,4]triazin-3(4H)yl)-N-(1-(4-(trifluoromethyl)phenyl)ethyl)acetamide